C(#C)C=1C=C(C=CC1)NC1=NC=NC2=CC(=C(C=C12)OCC(=O)NO)OC 2-((4-((3-ethynylphenyl)amino)-7-methoxyquinazolin-6-yl)oxy)-N-hydroxyacetamide